NC1CC(C1)NC1=NC=C(C(=N1)C1=CNC2=C(C(=CC=C12)C(=O)OC)P(=O)(C)C)C(F)(F)F methyl 3-(2-(((1r,3r)-3-aminocyclobutyl) amino)-5-(trifluoromethyl) pyrimidin-4-yl)-7-(dimethylphosphoryl)-1H-indole-6-carboxylate